C(CCCCCC(C)(C)C)(=O)OF.[Bi] bismuth fluoro neodecanoate